N(=NC(C#N)(CC(C)(OCC)C)C)C(C#N)(CC(C)(C)OCC)C 2,2'-azobis(4-ethoxy-2,4-dimethylvaleronitrile)